FC1=C(C=C(C(=C1)N1C[C@H](N([C@H](C1)C)C)C)[N+](=O)[O-])B1OC(CN(CC(O1)=O)C)=O 2-(2-fluoro-5-nitro-4-(cis-3,4,5-trimethylpiperazin-1-yl)phenyl)-6-methyl-1,3,6,2-dioxazaborocane-4,8-dione